C=C(C(=O)OC1C2CN(CC1CC2)S(=O)(=O)C)CC(=O)OC2CC1(COC1)C2 1-((endo)-3-(methylsulfonyl)-3-azabicyclo[3.2.1]octan-8-yl) 4-(2-oxaspiro[3.3]heptan-6-yl) 2-methylenesuccinate